2-(3-chloro-4-(4,4,5,5-tetramethyl-1,3,2-dioxaborolan-2-yl)phenyl)acetic acid methyl ester COC(CC1=CC(=C(C=C1)B1OC(C(O1)(C)C)(C)C)Cl)=O